BrC=1C(=C(C#N)C=CC1)S(=O)(=O)C Bromo-2-(methylsulfonyl)benzonitrile